C(C)(C)(C)C1=CC=C(C=C1)NC1=COC(=C1)C1=C(C=C(C=C1C([2H])([2H])[2H])C([2H])([2H])[2H])C([2H])([2H])[2H] N-(4-tert-butylphenyl)-5-(2,4,6-tris(methyl-d3)phenyl)furan-3-amine